nonafluorobutanesulfonic acid anion FC(C(C(C(S(=O)(=O)[O-])(F)F)(F)F)(F)F)(F)F